tert.-Butyl [2-(6-ethylpyridin-3-yl)-1,3-benzoxazol-5-yl]carbamate C(C)C1=CC=C(C=N1)C=1OC2=C(N1)C=C(C=C2)NC(OC(C)(C)C)=O